OC(CNCC[C@@H]1NC[C@@H]([C@@H]1O)O)CC (2S,3R,4S)-2-{2-[(2-hydroxybutyl)amino]ethyl}-3,4-pyrrolidindiol